ClC=1C=CC(=NC1)O[C@@H]1C[C@@H]2CN([C@H]1CC2)C(=O)C2=C(C=CC=C2C2=NC=CC=N2)OC ((1S,4R,6R)-6-((5-chloropyridin-2-yl)oxy)-2-azabicyclo[2.2.2]oct-2-yl)(2-methoxy-6-(pyrimidin-2-yl)phenyl)methanone